BrC=1C(=CC(=C(C(=O)OCC)C1)NC1=C(C=C(C=C1)F)C)OC(F)(F)F ethyl 5-bromo-2-((4-fluoro-2-methylphenyl)-amino)-4-(tri-fluoromethoxy)-benzoate